O[C@H](CO)C1=CC=CC(=N1)C1=CC=C(C=C1)S(=O)(=O)NC1=CC=C(C=C1)F (S)-4-(6-(1,2-dihydroxyethyl)pyridin-2-yl)-N-(4-fluorophenyl)benzenesulfonamide